C(C1=CC=CC=C1)OC([C@H](NC(=O)OCC1=CC=CC=C1)COP(N(C(C)C)C(C)C)OCC1=CC=CC=C1)=O O-((benzyloxy)(diisopropylamino)phosphino)-N-((benzyloxy)carbonyl)-D-serine benzyl ester